1,2-dihydrobenzo[cd]indole N1CC2=C3C(C=CC=C13)=CC=C2